CC(C)OCNC(C=C)=O N-(1-methylethoxymethyl)acrylamide